acryloyloxyoctylmethyl-diethoxysilane C(C=C)(=O)OCCCCCCCC[Si](OCC)(OCC)C